N-(2,6-dioxopiperidin-3-yl)-4-(4-(4-(4-((1R,2S)-6-hydroxy-2-phenyl-1,2,3,4-tetrahydronaphthalen-1-yl)phenyl)piperazine-1-carbonyl)piperidin-1-yl)benzamide O=C1NC(CCC1NC(C1=CC=C(C=C1)N1CCC(CC1)C(=O)N1CCN(CC1)C1=CC=C(C=C1)[C@H]1[C@H](CCC2=CC(=CC=C12)O)C1=CC=CC=C1)=O)=O